tert-butyl 3-(4-methyl-6-((5-methyl-1H-pyrazol-3-yl) amino) pyrimidin-2-yl)-3,8-diazabicyclo[3.2.1]octane-8-carboxylate CC1=NC(=NC(=C1)NC1=NNC(=C1)C)N1CC2CCC(C1)N2C(=O)OC(C)(C)C